C(C)(C)N1C(=NN=C1)C1=CC=CC(=N1)N1C(C2=CC(=C(C=C2C1)C)[N+](=O)[O-])=O 2-(6-(4-isopropyl-4H-1,2,4-triazol-3-yl)pyridin-2-yl)-5-methyl-6-nitroisoindol-1-one